FC1=CC=C(C=C1)NC(N(C(C)C1=NN(C(C2=CC=CC=C12)=O)C)CC(C)C)=O 3-(4-Fluorophenyl)-1-isobutyl-1-(1-(3-methyl-4-oxo-3,4-dihydrophthalazin-1-yl)ethyl)urea